N,N'-di-[4-(m-xylenesulfonyloxy)phenyl]urea C1(CC(=CC=C1)C)(C)S(=O)(=O)OC1=CC=C(C=C1)NC(=O)NC1=CC=C(C=C1)OS(=O)(=O)C1(CC(=CC=C1)C)C